N-(4-bromo-3-fluorobiphenyl-2-yl)-2-chloroacetamide BrC1=C(C(=C(C=C1)C1=CC=CC=C1)NC(CCl)=O)F